ClC1=CNC=2N=C(N=C(C21)N[C@@H]2CC[C@@H](N(C2)C(C=C)=O)C)NC=2C=NN(C2)CC 1-((2S,5R)-5-((5-chloro-2-((1-ethyl-1H-pyrazol-4-yl)amino)-7H-pyrrolo[2,3-d]pyrimidin-4-yl)amino)-2-methylpiperidin-1-yl)prop-2-en-1-one